FC1=CNC2=CC=CC(=C12)B1OC(C(O1)(C)C)(C)C 3-fluoro-4-(4,4,5,5-tetramethyl-1,3,2-dioxaborolan-2-yl)-1H-indole